4-(6-fluoro-5-((2-methoxyphenyl)amino)-1H-indazol-1-yl)-N-(oxetan-3-yl)thiophene-2-carboxamide FC1=C(C=C2C=NN(C2=C1)C=1C=C(SC1)C(=O)NC1COC1)NC1=C(C=CC=C1)OC